5-methyl-1,4-dinitroimidazole CC1=C(N=CN1[N+](=O)[O-])[N+](=O)[O-]